5-(Trifluoromethyl)benzo[b]thiophene-7-carbonitrile FC(C1=CC2=C(SC=C2)C(=C1)C#N)(F)F